(R)-N-((R)-6-tert-butyl-9-p-toluenesulfonyl-2,3,4,9-tetrahydro-1H-carbazol-4-yl)-2-methylpropan-2-sulfinamide C(C)(C)(C)C=1C=C2C=3[C@@H](CCCC3N(C2=CC1)S(=O)(=O)C1=CC=C(C)C=C1)N[S@](=O)C(C)(C)C